OC=1C=C2C=CC=3N(C2=CC1)C(C(C3S(=O)(=O)C3=CC=C(C)C=C3)=O)(C)C 7-hydroxy-1,1-dimethyl-3-tosylpyrrolo[1,2-a]quinolin-2(1H)-one